2-(4-((4-(4-methoxyphenyl)-5-oxo-4,5-dihydro-1H-1,2,4-triazol-1-yl)methyl)-2,6-dimethylphenoxy)-2-methylpropanoic acid COC1=CC=C(C=C1)N1C=NN(C1=O)CC1=CC(=C(OC(C(=O)O)(C)C)C(=C1)C)C